(S)-5-(3-amino-2-(4-fluorophenethyl)-5,5-dioxido-7,8,9,9a-tetrahydropyrrolo[1',2':2,3]isothiazolo[4,5-b]pyridin-4-yl)-N-(3,4-difluorobenzyl)thiophene-2-carboxamide NC=1C(=C2C(=NC1CCC1=CC=C(C=C1)F)[C@H]1N(S2(=O)=O)CCC1)C1=CC=C(S1)C(=O)NCC1=CC(=C(C=C1)F)F